1-(5-(4,4-difluoropiperidin-3-yl)pyridin-3-yl)-2,2,2-trifluoroethan-1-ol, trifluoroacetic acid salt FC(C(=O)O)(F)F.FC1(C(CNCC1)C=1C=C(C=NC1)C(C(F)(F)F)O)F